COC1=CC=C(CN2N=CC(=C2N2N=CC3=C2NCCC3)N)C=C1 1-(4-methoxybenzyl)-5-(4,5,6,7-tetrahydro-1H-pyrazolo[3,4-b]pyridin-1-yl)-1H-pyrazol-4-amine